4-methyl-6-ferrocenyl-8-(4-dimethylaminophenyl)coumarin CC1=CC(OC2=C(C=C(C=C12)[C-]1C=CC=C1)C1=CC=C(C=C1)N(C)C)=O.[CH-]1C=CC=C1.[Fe+2]